BrC=1C=C2CCN(C(C2=CC1)=O)C(C)C1OC1 6-bromo-2-[1-(oxiran-2-yl)ethyl]-3,4-dihydroisoquinolin-1-one